FC1(CC(C1)C1=C(C=C(C=C1)[C@H](C1=CC=CC=C1)NC(=O)[C@H]1N(C[C@@H](C1)F)C(=O)OC(C)(C)C)F)F tert-butyl (2S,4r)-2-(((S)-(4-(3,3-difluorocyclobutyl)-3-fluorophenyl) (phenyl) methyl) carbamoyl)-4-fluoropyrrolidine-1-carboxylate